ClC1=C(C(=NC=N1)NC1=C(C=CC(=C1)[N+](=O)[O-])N1CCN(CC1)CC)N 6-chloro-N4-(2-(4-ethylpiperazin-1-yl)-5-nitrophenyl)pyrimidine-4,5-diamine